[Ca].C(C)(C)(C)C=1C=C(CC2=C(C(=C(C(=C2C)CC2=CC(=C(C(=C2)C(C)(C)C)O)C(C)(C)C)C)CC2=CC(=C(C(=C2)C(C)(C)C)O)C(C)(C)C)C)C=C(C1O)C(C)(C)C 1,3,5-tris-(3,5-di-tert-butyl-4-hydroxybenzyl)-2,4,6-trimethylbenzene, calcium salt